2-cyano-N-{3-[1-(1H-pyrrolo[2,3-b]-pyridin-4-yl)-1H-pyrazol-3-yl]-phenyl}acetamide C(#N)CC(=O)NC1=CC(=CC=C1)C1=NN(C=C1)C1=C2C(=NC=C1)NC=C2